(2,6-difluoro-3-pyrrolyl-phenyl) oxide FC1=C(C(=CC=C1C=1NC=CC1)F)OC1=C(C(=CC=C1F)C=1NC=CC1)F